3-[[[1-[(2,4-dimethoxyphenyl)methylamino]isoquinolin-5-yl]amino]methyl]bicyclo[1.1.1]pentane-1-carboxylic acid COC1=C(C=CC(=C1)OC)CNC1=NC=CC2=C(C=CC=C12)NCC12CC(C1)(C2)C(=O)O